bis(3,5-bis(trifluoromethyl)phenyl)borane FC(C=1C=C(C=C(C1)C(F)(F)F)BC1=CC(=CC(=C1)C(F)(F)F)C(F)(F)F)(F)F